C(C1=CC=CC=C1)OCCCC#CC1=C2C(N(C(C2=CC=C1)=O)C1C(NC(CC1)=O)=O)=O 4-(5-(benzyloxy)pent-1-yn-1-yl)-2-(2,6-dioxopiperidin-3-yl)isoindoline-1,3-dione